C(CCCCCCCCCCCCCCCCC)(=O)O.OCC(O)CO Glycerin Monostearat